(R)-9-(2-amino-6-((tetrahydro-2H-pyran-3-yl)oxy)pyrimidin-4-yl)-1-(3,4-difluorophenyl)-1,9-diazaspiro[5.5]undecan-2-one NC1=NC(=CC(=N1)N1CCC2(CCCC(N2C2=CC(=C(C=C2)F)F)=O)CC1)O[C@H]1COCCC1